BrC1=CC=2C3=C(C=NC2C=C1F)N(C(C31CN(C1)C1=C(C=CC=C1)OC)=O)C 8'-Bromo-7'-fluoro-1-(2-methoxyphenyl)-3'-methylspiro[azetidine-3,1'-pyrrolo[2,3-c]quinolin]-2'(3'H)-one